C(C=C)(=O)ON[C@@H](CC1=CC=C(C=C1)O)C(=O)O acryloyl-oxytyrosin